C(#N)C=1C(C(=C(N(C1C)C)C)C(=O)NC1=C(C=C(C(=C1)F)OC1=CC=NC2=CC(=C(N=C12)OC)OCCOC)F)=O 5-cyano-N-[2,5-difluoro-4-[[6-methoxy-7-(2-methoxyethoxy)-1,5-naphthyridin-4-yl]oxy]phenyl]-1,2,6-trimethyl-4-oxopyridine-3-carboxamide